(3-CHLORO-5-FLUOROPHENYL)ACETALDEHYDE ClC=1C=C(C=C(C1)F)CC=O